FC1=CC=C(C=C1)N1N=NC2=C1C=CC(=C2)N2[C@H]([C@@H](CC2=O)NS(=O)(=O)C2CC2)C2=CC=CC=C2 N-(trans-1-(1-(4-fluorophenyl)-1H-benzo[d][1,2,3]triazol-5-yl)-5-oxo-2-phenylpyrrolidin-3-yl)cyclopropanesulfonamide